1-(6-(8-(but-3-en-1-yloxy)imidazo[1,2-a]pyridin-6-yl)pyrimidin-4-yl)ethan-1-one C(CC=C)OC=1C=2N(C=C(C1)C1=CC(=NC=N1)C(C)=O)C=CN2